CC1=C(C=C(C=C1)C(=O)N1CCC(CC1)C1=CC=C(C=C1)OC1=NC=C(C=C1)C(F)(F)F)NS(=O)(=O)CC1=CC=CC=C1 N-(2-methyl-5-(4-(4-((5-(trifluoromethyl)pyridin-2-yl)oxy)phenyl)piperidine-1-carbonyl)-phenyl)-1-phenylmethanesulfonamide